ethyl 4-(7-chloro-8-iodoimidazo[1,2-a]pyridin-3-yl)-2-hydroxy-4-oxo-2-(trifluoromethyl)butanoate ClC1=C(C=2N(C=C1)C(=CN2)C(CC(C(=O)OCC)(C(F)(F)F)O)=O)I